hexadecane-4,6-diol CCCC(CC(CCCCCCCCCC)O)O